BrC1=CC(=C(C=C1)C(C(C)C)=O)O 1-(4-bromo-2-hydroxyphenyl)-2-methylpropan-1-one